2-azido-2-deoxy-D-galactose N(=[N+]=[N-])[C@@H](C=O)[C@@H](O)[C@@H](O)[C@H](O)CO